FC=1C=C(/C=C/C2=CC3=C(B(OC3)O)C=C2)C=CC1 (E)-5-(3-fluorostyryl)benzo[c][1,2]oxaborol-1(3H)-ol